3-chloro-2,6-difluoro-5-nitropyridine ClC=1C(=NC(=C(C1)[N+](=O)[O-])F)F